C([O-])=N methanimidate